2-amino-1-(1,4-dimethyl-1H-pyrazol-5-yl)ethan-1-one hydrogen chloride Ethyl-5-(1,4-dimethyl-1H-pyrazol-5-yl)-1,3-oxazole-4-carboxylate C(C)OC(=O)C=1N=COC1C1=C(C=NN1C)C.Cl.NCC(=O)C1=C(C=NN1C)C